FC1=CNC=2C1=NC(=CC2CN2C[C@H](CCC2)C)C(=O)NC2=CC(=CC=C2)C2(CC(C2)C)C2=NN=CN2C 3-fluoro-N-(3-((1s,3R)-3-methyl-1-(4-methyl-4H-1,2,4-triazol-3-yl)cyclobutyl)phenyl)-7-(((S)-3-methylpiperidin-1-yl)methyl)-1H-pyrrolo[3,2-b]pyridine-5-carboxamide